4,5-dihydro-2-mercaptothiazole SC=1SCCN1